C(=O)O.N[C@@H]1CC[C@H](CC1)NC=1C=2N(N=CC1C(N)=NC1=C(C=CC=C1)Cl)C=C(C2)C2=C(C=C(C=C2)OC)C(F)(F)F 4-[(trans-4-aminocyclohexyl)amino]-N'-(2-chlorophenyl)-6-[4-methoxy-2-(trifluoromethyl)phenyl]pyrrolo[1,2-b]pyridazine-3-carboximidamide formic acid salt